C12CN(CC(CC1)N2)C2=CC=CC=1N(C(N(C12)C)=O)C1C(NC(CC1)=O)=O 3-[4-[3,8-Diazabicyclo[3.2.1]octan-3-yl]-3-methyl-2-oxo-benzimidazol-1-yl]piperidine-2,6-dione